C(CC)(=O)OC[C@]1(O[C@H](C[C@@H]1O)N1C2=NC(=NC(=C2N=C1)NC(CCCCCCCCCCCCC)=O)F)C#C ((2R,3S,5R)-2-ethynyl-5-(2-fluoro-6-tetradecanamido-9H-purin-9-yl)-3-hydroxytetrahydrofuran-2-yl)methyl propionate